methyl methyl-L-leucinate, hydrochloride Cl.CN[C@@H](CC(C)C)C(=O)OC